3-(benzyloxy)-6-bromo-2-fluoropyridine C(C1=CC=CC=C1)OC=1C(=NC(=CC1)Br)F